2-chloro-6-cyclopropyl-4-[2-(1-methylimidazol-2-yl)-4-(trifluoromethyl)phenyl]pyridine ClC1=NC(=CC(=C1)C1=C(C=C(C=C1)C(F)(F)F)C=1N(C=CN1)C)C1CC1